N-(2-(4,4-Difluoropiperidin-1-yl)-6-methylpyrimidin-4-yl)-4-(methylsulfonyl)-2-(6-azaspiro[2.5]octan-6-yl)benzamide FC1(CCN(CC1)C1=NC(=CC(=N1)NC(C1=C(C=C(C=C1)S(=O)(=O)C)N1CCC2(CC2)CC1)=O)C)F